CN1C[C@H](CCC1)NC(=O)C1=NC2=CC(=CC=C2C=N1)C1=CC(=CC=C1)NC(C=C)=O N-[(3S)-1-methylpiperidin-3-yl]-7-[3-(prop-2-enamido)phenyl]quinazoline-2-carboxamide